COC([C@H](C)OC1=C(C=C(C(=C1)F)Cl)C1=NOCC1OCCCC)=O Methyl-(2S)-2-[4-chloro-5-fluoro-2-(4-butoxy-4,5-dihydroisoxazol-3-yl)phenoxy]propanoat